[Si](C)(C)(C(C)(C)C)OCC(OC=1C=2N(C=C(C1)C=1C=NN(C1C)C1CCN(CC1)C(=O)OC(C)(C)C)N=CC2C#N)C2=NC=C(C=C2)F tert-Butyl 4-[4-[4-[2-[tert-butyl(dimethyl)silyl]oxy-1-(5-fluoro-2-pyridyl) ethoxy]-3-cyano-pyrazolo[1,5-a]pyridin-6-yl]-5-methyl-pyrazol-1-yl]piperidine-1-carboxylate